The molecule is am member of the class of imidazoles carrying piperidin-4-yl, 4-fluophenyl and 2-aminopyrimidin-4-yl substituents at posiitons 1, 4 and 5 respectively. It has a role as an EC 2.7.11.24 (mitogen-activated protein kinase) inhibitor, an angiogenesis inhibitor and an anti-inflammatory agent. It is a member of piperidines, an organofluorine compound, an aminopyrimidine and a member of imidazoles. C1CNCCC1N2C=NC(=C2C3=NC(=NC=C3)N)C4=CC=C(C=C4)F